C(C)(C)(C)OC(=O)N1CC2(C1)OC[C@@H](C2)N2CCOCC2 (R)-7-morpholino-5-oxa-2-azaspiro[3.4]octane-2-carboxylic acid tert-butyl ester